6'-((1-acryloyl-3-(2,3-dichloro-6-fluorophenyl)azetidin-3-yl)amino)-1'-methylspiro[cyclopropane-1,3'-indolin]-2'-one C(C=C)(=O)N1CC(C1)(C1=C(C(=CC=C1F)Cl)Cl)NC1=CC=C2C3(C(N(C2=C1)C)=O)CC3